3-([1,1':3',1''-terphenyl]-2'-yl-2,2'',3,3'',4,4'',5,5'',6,6''-d10)-1-(3-(tert-butyl)-5-(6-(2-methoxyphenyl)-4-phenylpyridin-2-yl)phenyl)-1H-benzo[d]imidazol-3-ium chloride [Cl-].C1(=C(C(=C(C(=C1[2H])[2H])[2H])[2H])[2H])C1=C(C(=CC=C1)C1=C(C(=C(C(=C1[2H])[2H])[2H])[2H])[2H])[N+]1=CN(C2=C1C=CC=C2)C2=CC(=CC(=C2)C2=NC(=CC(=C2)C2=CC=CC=C2)C2=C(C=CC=C2)OC)C(C)(C)C